O1C(=NN=C1)C[C@@H](C)C=1C=C(C=CC1)N1C(C2=CC=CC(=C2C1)C(F)(F)F)=O (R)-2-(3-(1-(1,3,4-oxadiazol-2-yl)propan-2-yl)phenyl)-4-(trifluoromethyl)isoindolin-1-one